1-(4-nitrophenyl)-4-(pyrrolidin-3-yl)piperazine [N+](=O)([O-])C1=CC=C(C=C1)N1CCN(CC1)C1CNCC1